BrC1=C(C=C(S1)C(C)(C)O)OC1=C(C=C(C=C1C)F)C 2-(5-bromo-4-(4-fluoro-2,6-dimethylphenoxy)thiophen-2-yl)propan-2-ol